N1(CCC2=CC=CC=C12)C(C(=O)O)(C)C 2-indolin-1-yl-2-methyl-propanoic acid